COC(=O)C1CCN(CC1)CC1=C(C(=CC=C1)Cl)F 1-(3-chloro-2-fluorobenzyl)piperidine-4-carboxylic acid methyl ester